N1C=CC2=CC(=CC=C12)C1=NC2=C(N1)C=CC(=C2)N 2-(1H-Indol-5-yl)-1H-benzo[d]imidazol-5-amine